3-(4-(4,4,5,5-TETRAMETHYL-1,3,2-DIOXABOROLAN-2-YL)PHENYL)-5-(3,4,5-TRIMETHOXYPHENYL)-1,2,4-OXADIAZOLE CC1(OB(OC1(C)C)C1=CC=C(C=C1)C1=NOC(=N1)C1=CC(=C(C(=C1)OC)OC)OC)C